7-(4-tert-butylphenoxy)-1,2,3,4-tetrahydroacridine-9-amine C(C)(C)(C)C1=CC=C(OC2=CC=C3N=C4CCCCC4=C(C3=C2)N)C=C1